2-acetyl-8-(methylsulfonyl)-2,8-diazaspiro[4.5]decane-3-carboxylic acid C(C)(=O)N1CC2(CC1C(=O)O)CCN(CC2)S(=O)(=O)C